ethyl 4-(1-(2,2-difluoroethyl)-3-phenyl-1H-pyrazol-4-yl)-7-methoxyquinazoline-6-carboxylate FC(CN1N=C(C(=C1)C1=NC=NC2=CC(=C(C=C12)C(=O)OCC)OC)C1=CC=CC=C1)F